CC(CC)S(=O)(=O)[O-] 2-butanesulfonate